(R,E)-2-(3-(3-(4-(2-fluoro-3-methoxyphenoxy)phenyl)-7-methoxy-1H-pyrazolo[4,3-c]pyridin-1-yl)piperidine-1-carbonyl)-4,4-dimethylpent-2-enenitrile FC1=C(OC2=CC=C(C=C2)C2=NN(C3=C2C=NC=C3OC)[C@H]3CN(CCC3)C(=O)\C(\C#N)=C\C(C)(C)C)C=CC=C1OC